C(C)(C)(C)OC(=O)N1CC(C1)N 1-(tert-butoxycarbonyl)-3-aminoazetidine